4-bromo-benzene BrC1=CC=CC=C1